C1(CC1)C1=NOC=C1C(=O)N[C@H](C(NC1=NC=CC(=C1)CN1C(N[C@@H](C1)C(F)(F)F)=O)=O)C1CCC(CC1)(F)F 3-Cyclopropyl-N-((S)-1-(4,4-difluorocyclohexyl)-2-oxo-2-((4-(((S)-2-oxo-4-(trifluoromethyl)imidazolidin-1-yl)methyl)pyridin-2-yl)amino)ethyl)isoxazole-4-carboxamide